Cl.C1(CC1)C(=O)C1CNCC1 cyclopropyl(pyrrolidin-3-yl)methanone HCl salt